propyl 2-propiolamido-4,5-dipropoxybenzoate C(C#C)(=O)NC1=C(C(=O)OCCC)C=C(C(=C1)OCCC)OCCC